(S)-6-(2-(((3R,7aR)-3-(((Tert-butyldiphenylsilyl)oxy)methyl)hexahydro-1H-pyrrolizin-7a-yl)methoxy)-7-chloro-8-fluoropyrido[4,3-d]pyrimidin-4-yl)-1-oxa-6-azaspiro[3.5]nonane [Si](C1=CC=CC=C1)(C1=CC=CC=C1)(C(C)(C)C)OC[C@H]1CC[C@]2(CCCN12)COC=1N=C(C2=C(N1)C(=C(N=C2)Cl)F)N2C[C@@]1(CCO1)CCC2